NC(C(=O)OC)CCCC methyl aminocaproate